C(C)(C)(C)OC(CN1CCN(CCN(CCN(CC1)C(=O)OCC1=CC=CC=C1)C(=O)OCC=C)C(=O)OCC1=CC=CC=C1)=O 4-allyl 1,7-dibenzyl 10-(2-(tert-butoxy)-2-oxoethyl)-1,4,7,10-tetraazacyclododecane-1,4,7-tricarboxylate